ClC1=CC=C(CN2CCN(C3=CC=CC=C23)C(CN2CCN(CC2)C)=O)C=C1 1-(4-(4-chlorobenzyl)-3,4-dihydroquinoxalin-1(2H)-yl)-2-(4-methylpiperazin-1-yl)ethan-1-one